O1C(=CC=C1)C1=C(C=C2CC(N3C(C2=C1)=CC(C(=C3)C(=O)O)=O)C(C)C)OCCCOC 10-(furan-2-yl)-6-isopropyl-9-(3-methoxypropoxy)-2-oxo-6,7-dihydro-2H-pyrido[2,1-a]isoquinoline-3-carboxylic acid